O.C(CC)(O)O propandiol, monohydrate